[Na+].C(CCC(=O)C)(=O)[O-] Levulinic acid sodium salt